C(C)(C)C1=C(OC=2C(=NC(=NC2)NC)N)C=C(C(=C1)OC)S(=O)(=O)C 5-(2-Isopropyl-5-methanesulfonyl-4-methoxy-phenoxy)-N2-methyl-pyrimidine-2,4-diamine